4-Fluoro-2-isopropyl-5-(quinoxalin-2-yl)benzene-1,3-diol FC1=C(C(=C(C=C1C1=NC2=CC=CC=C2N=C1)O)C(C)C)O